FC1=CC=C(C=C1)N1C(C(=C(C=C1)OCC)C(=O)Cl)=O 1-(4-fluorophenyl)-4-ethoxy-2-oxo-1,2-dihydropyridine-3-carbonyl chloride